C(N)(OC(CC1=CC2=CN(N=C2C=C1)C1CCC(CC1)C=O)(C)C)=O [2-(4-formylcyclohexyl) indazol-5-yl]Tert-butyl carbamate